CN1C[C@@H]2[C@H](C1)CCN2 (3aS,6aS)-5-methyloctahydropyrrolo[2,3-c]pyrrole